ethyl propionate (ethyl propyl acetate) C(C)C(C(=O)O)CCC.C(CC)(=O)OCC